FC(C=1C=C(C(=O)N[C@@H](C)C2=NC(=NN2C=2N=CC(=NC2)C(=O)OC)C2CC2)C=C(C1)C(F)(F)F)(F)F methyl 5-(5-{(1S)-1-[3,5-bis(trifluoromethyl)benzamido]ethyl}-3-cyclopropyl-1H-1,2,4-triazol-1-yl)pyrazine-2-carboxylate